C(C)OC=1C(=C(C=CC1)B1OC(C(O1)(C)C)(C)C)C 2-(3-ethoxy-2-methyl-phenyl)-4,4,5,5-tetramethyl-1,3,2-dioxaborolane